O1COC2=C1C=CC=C2NC2=NC(=CC(=C2)NC(OC(C)(C)C)=O)C(=O)N2CC1=CC=CC=C1C2 Tert-butyl (2-(benzo[d][1,3]dioxol-4-ylamino)-6-(isoindoline-2-carbonyl)pyridin-4-yl)carbamate